3-[3-[6-(6-methoxypyridazin-4-yl)pyrrolo[1,2-b]pyridazin-4-yl]-3,8-diazabicyclo[3.2.1]octan-8-yl]cyclobutane-1-carbonitrile COC1=CC(=CN=N1)C=1C=C2N(N=CC=C2N2CC3CCC(C2)N3C3CC(C3)C#N)C1